C1=CC=CC=2C3=CC=CC=C3C(C12)COC(=O)N1[C@@H](C[C@H](C1)N)C(C)=O.C1(CC1)C(=O)NC=1C=C2C(=CN=C(C2=CN1)NC)C=1CC(CCC1)C(=O)N 3-(6-(cyclopropanecarboxamido)-1-(methylamino)-2,7-naphthyridin-4-yl)cyclohex-3-ene-1-carboxamide (9H-fluoren-9-yl)methyl-(2S,4R)-2-acetyl-4-aminopyrrolidine-1-carboxylate